[N+](=O)([O-])C1=CC=C(C=C1)C(F)(F)F 4-nitrobenzotrifluoride